sodium sarcosinate laurate C(CCCCCCCCCCC)(=O)[O-].N(C)CC(=O)O.[Na+]